(3-bromophenylsulfonyl)-5-(2-fluorophenyl)-1H-pyrrole-3-carbaldehyde BrC=1C=C(C=CC1)S(=O)(=O)N1C=C(C=C1C1=C(C=CC=C1)F)C=O